BrC=1N=CN(C1)C1=CC(=C(N)C=C1)Cl 4-(4-bromo-1H-imidazol-1-yl)-2-chloroaniline